ethyl 6-cyano-1-(4-fluorophenyl)-2-oxo-5-(prop-1-en-2-yl)-1,2-dihydropyridine-3-carboxylate C(#N)C1=C(C=C(C(N1C1=CC=C(C=C1)F)=O)C(=O)OCC)C(=C)C